2,2-dichloro-4,5-dimethyl-2-phenoxy-1,3,2-dioxaphospholane ClP1(OC(C(O1)C)C)(OC1=CC=CC=C1)Cl